C(C)(C)(C)OC(=O)N[C@H](C(=O)N[C@H](C(=O)OC)C[C@H]1C(NCC1)=O)CC(C)(C)C methyl (2S)-2-[[(2S)-2-(tert-butoxycarbonylamino)-4,4-dimethyl pentanoyl]amino]-3-[(3S)-2-oxopyrrolidin-3-yl]propanoate